4-(6-(2,6-Dioxopiperidin-3-yl)-5-oxo-6,7-dihydro-5H-pyrrolo[3,4-b]pyridin-2-yl)piperazine-1-carboxylic acid tert-butyl ester C(C)(C)(C)OC(=O)N1CCN(CC1)C1=CC=C2C(=N1)CN(C2=O)C2C(NC(CC2)=O)=O